4-(4-(3-nitrophenyl)-4-oxobutyl)piperazine-1-carboxylic acid tert-butyl ester C(C)(C)(C)OC(=O)N1CCN(CC1)CCCC(=O)C1=CC(=CC=C1)[N+](=O)[O-]